C(CC)S(=O)(=O)OC=1S(C=CC1)=N 2-propylsulfonyloxy-iminothiophene